CN1N=C(C(=C1)S(=O)(=O)Cl)C(F)(F)F 1-methyl-3-(trifluoromethyl)pyrazole-4-sulfonyl chloride